BrC1=C(CCC2=NC=3N(C(N(C(C3N2CC)=O)CC#C)=O)CCCCP(O)(O)=O)C=CC=C1 (4-(8-(2-Bromophenethyl)-7-ethyl-2,6-dioxo-1-(prop-2-yn-1-yl)-1,2,6,7-tetrahydro-3H-purin-3-yl)butyl)phosphonic acid